ClC1=C2C(=NC=C1OC=1C=NN3C1C=NC=C3)N=C(N2C)N 7-chloro-1-methyl-6-(pyrazolo[1,5-a]pyrazin-3-yloxy)-1H-imidazo[4,5-b]pyridin-2-amine